FC(C(=O)O)(F)F.C1(NCCC2=CC=NC=C12)=O 3,4-dihydro-2,7-naphthyridin-1(2H)-one 2,2,2-trifluoroacetate